diureidoisobutane CC(C)C(NC(=O)N)NC(=O)N